2'-(4,5-Dimethyl-1H-imidazol-2-yl)-5-[(4-phenylpiperidin-1-yl)carbonyl]-3,4'-bipyridin CC=1N=C(NC1C)C1=NC=CC(=C1)C=1C=NC=C(C1)C(=O)N1CCC(CC1)C1=CC=CC=C1